(S)-N-(3-Chloro-4-ethoxy-2-fluorophenyl)-6-(pyrrolidin-3-yloxy)pyrido[3,2-d]pyrimidin-4-amine ClC=1C(=C(C=CC1OCC)NC=1C2=C(N=CN1)C=CC(=N2)O[C@@H]2CNCC2)F